N-{(3R)-1-[5-(2-bromo-6-fluoro-4-methylphenyl)-4,5-dihydro-1,2-oxazol-3-yl]-4,4-difluoropyrrolidin-3-yl}methanesulfonamide BrC1=C(C(=CC(=C1)C)F)C1CC(=NO1)N1C[C@H](C(C1)(F)F)NS(=O)(=O)C